N-(6-Amino-5-methyl-3-pyridyl)-2-oxo-2-[2-(3-pyridyl)-1-piperidyl]acetamide NC1=C(C=C(C=N1)NC(C(N1C(CCCC1)C=1C=NC=CC1)=O)=O)C